[Cl-].COC1=C(C=C(C(=C1)\N=N\C1=CC=C(C=C1)[N+](=O)[O-])OC)[N+]#N (E)-2,5-dimethoxy-4-((4-nitrophenyl)diazenyl)benzenediazonium chloride